tert-butyl 2-[7-(2,4-difluoro-6-isopropoxy-phenyl)-4-(trifluoromethylsulfonyloxy) thieno[3,2-c]pyridin-6-yl]-6,7-dihydro-4H-thiazolo[5,4-c]pyridine-5-carboxylate FC1=C(C(=CC(=C1)F)OC(C)C)C=1C2=C(C(=NC1C=1SC=3CN(CCC3N1)C(=O)OC(C)(C)C)OS(=O)(=O)C(F)(F)F)C=CS2